vanadium-tungsten oxalic acid C(C(=O)O)(=O)O.[W].[V]